N-(1-(4-chlorophenyl)-2,2,2-trifluoroethyl)-N-ethyl-1,5-dimethyl-6-oxo-1,6-dihydropyridine-3-sulfonamide ClC1=CC=C(C=C1)C(C(F)(F)F)N(S(=O)(=O)C1=CN(C(C(=C1)C)=O)C)CC